C(C)S(=O)(=O)C=1C(=NC=CC1)C=1OC2=NC=C(C=C2N1)S(=O)C(F)(F)F 2-(3-ethylsulfonylpyridin-2-yl)-6-(trifluoromethylsulfinyl)oxazolo[5,4-b]pyridine